COC(=O)C=1C=CC2=C(NC(C3=C(N2)C=CC(=C3)Br)=O)C1 2-bromo-11-oxo-10,11-dihydro-5H-dibenzo[b,e][1,4]diazepine-8-carboxylic acid methyl ester